BrC1=CC=C(OC[C@@H]2COC[C@](O2)(C)COCC(F)F)C=C1 (2R,6S)-6-((4-bromophenoxy)methyl)-2-((2,2-difluoroethoxy)methyl)-2-methyl-1,4-dioxane